N1=C(C=CC=C1)C1=NC=CC=C1.N1=C(C=CC=C1)C1=NC=CC=C1.[Ru] ruthenium bis(bipyridine)